C1(CCCCC1)C1=CC=C(C=C1)NC=1C2=C(N=C(N1)N1CC(OCC1)CCO)C(N(C2)C(C)C)=O 4-[(4-cyclohexylphenyl)amino]-2-[2-(2-hydroxyethyl)morpholin-4-yl]-6-(propan-2-yl)-5,6-dihydro-7H-pyrrolo[3,4-d]pyrimidin-7-one